2-chloro-6-hydroxy-1,4-naphthoquinone ClC=1C(C2=CC=C(C=C2C(C1)=O)O)=O